3,3'-diallyl-4,4'-biphenyl C(C=C)C=1C=CC=CC1C1=C(C=CC=C1)CC=C